ClC=1C(=C(C=CC1)C1=C(C=C(C=C1C(C)C)C(C)C)C(C)C)P(C1CCCCC1)C1CCCCC1 chloro-(2-di-cyclohexylphosphino-2',4',6'-triisopropyl-1,1'-biphenyl)